tris(tribenzylacetone) dipalladium [Pd].[Pd].C(C1=CC=CC=C1)C(C(C)=O)(CC1=CC=CC=C1)CC1=CC=CC=C1.C(C1=CC=CC=C1)C(C(C)=O)(CC1=CC=CC=C1)CC1=CC=CC=C1.C(C1=CC=CC=C1)C(C(C)=O)(CC1=CC=CC=C1)CC1=CC=CC=C1